BrC=1C=NN2C1C=C(C=C2)C(=O)N(CC#N)C2=CC(=C(C=C2)Cl)OC 3-bromo-N-(4-chloro-3-methoxy-phenyl)-N-(cyanomethyl)pyrazolo[1,5-a]pyridine-5-carboxamide